C[C@H]([C@H]1CC[C@@H]2[C@]1(CC[C@H]3[C@H]2CC=C4[C@@]3(CC[C@@H](C4)O)C)C)C(CCC(C)C)(O)O 22-dihydroxycholesterol